2,3,4-trifluoro-5-iodobenzoic acid FC1=C(C(=O)O)C=C(C(=C1F)F)I